Maleamid C(\C=C/C(=O)N)(=O)N